3-[(E)-2-{1-[2-(pyrrolidin-1-yl)ethyl]-1H-pyrazol-5-yl}vinyl]-1H-indazole N1(CCCC1)CCN1N=CC=C1/C=C/C1=NNC2=CC=CC=C12